BrC1=C(N=NC(=C1)Cl)N(C(OC(C)(C)C)=O)C(=O)OC(C)(C)C tert-butyl N-(4-bromo-6-chloro-pyridazin-3-yl)-N-tert-butoxycarbonyl-carbamate